C(C=C)C1(CCNCC1)O 4-allyl-4-hydroxypiperidine